FC=1C=CC(=NC1)C1=CC=2C=NC(=CC2N1)NC(=O)C=1C=NN(C1)C N-(2-(5-fluoropyridin-2-yl)-1H-pyrrolo[3,2-c]pyridin-6-yl)-1-methyl-1H-pyrazole-4-carboxamide